C(C)OC(C(C)(C)C1=NOC(=N1)C1=CC=C(C=C1)Cl)=O 2-[5-(4-chlorophenyl)-1,2,4-oxadiazol-3-yl]-2-Methylpropanoic acid Ethyl ester